CC=1N(C2=CC=CC=C2C1C)C1=NC=CC=C1 2,3-dimethyl-1-(pyridin-2-yl)indole